CC1=C(C=NC=2OCCNC21)C=2C1=C(N=C(N2)NC=2C=NC=3CCNCC3C2)CNCC1 (8-methyl-2,3-dihydro-1H-pyrido[2,3-b][1,4]oxazin-7-yl)-N-(5,6,7,8-tetrahydro-1,6-naphthyridin-3-yl)-5,6,7,8-tetrahydropyrido[3,4-d]pyrimidin-2-amine